C(C)SC(=C(C#N)C(C)=O)SCC 2-(bis(ethylthio)methylene)-3-oxobutyronitrile